2-(7-chloro-4-oxo-3,4-dihydroquinazolin-2(1H)-ylidene)-3-(2,4-dichlorophenyl)-3-oxopropanenitrile ClC1=CC=C2C(NC(NC2=C1)=C(C#N)C(=O)C1=C(C=C(C=C1)Cl)Cl)=O